ClC=1C(=NC(=NC1)NC=1C=C(C=NC1)N1C(CCC1)=O)C1=NNC(=C1)C1=CC=CC=C1 1-(5-((5-chloro-4-(5-phenyl-1H-pyrazol-3-yl)pyrimidin-2-yl)amino)pyridin-3-yl)pyrrolidin-2-one